C1(CC1)C1CCC(CC1)C=O (1s,4s)-4-cyclopropylcyclohexanecarboxaldehyde